N-((1H-indazol-6-yl)methyl)-3-((dimethylamino)methyl)-N-(3-methoxybenzyl)aniline N1N=CC2=CC=C(C=C12)CN(C1=CC(=CC=C1)CN(C)C)CC1=CC(=CC=C1)OC